(4-(N,N-bis(4-methoxybenzyl)sulfamoyl)-2-(4-chlorobenzyl)-2H-indazol-6-yl)-2-(2-chlorophenyl)acetamide COC1=CC=C(CN(S(=O)(=O)C=2C3=CN(N=C3C=C(C2)C(C(=O)N)C2=C(C=CC=C2)Cl)CC2=CC=C(C=C2)Cl)CC2=CC=C(C=C2)OC)C=C1